1-[1-(Cyclopentylmethyl)-5-{[(2,5-difluorophenyl)(2H2)methyl]oxy}-1H-pyrazol-3-yl]-N-methylmethanamine hydrochloride Cl.C1(CCCC1)CN1N=C(C=C1OC([2H])([2H])C1=C(C=CC(=C1)F)F)CNC